4-methyl-N-(1-methylindol-2-ylidene)benzenesulfonamide CC1=CC=C(C=C1)S(=O)(=O)N=C1N(C2=CC=CC=C2C1)C